methylbis(methylthio)phenylenediamine CN(C1=C(C=CC=C1)NSC)SC